The molecule is an N-acyl-15-methylhexadecasphing-4-enine-1-phosphocholine in which the acyl group has 21 carbons and 0 double bonds and is 2-hydroxylated. It derives from a 15-methylhexadecasphing-4-enine. CCCCCCCCCCCCCCCCCCCC(C(=O)N[C@@H](COP(=O)([O-])OCC[N+](C)(C)C)[C@@H](/C=C/CCCCCCCCCC(C)C)O)O